2-((4-(2-(5-chloropyridin-2-yl)-2-methylbenzo[D][1,3]dioxolan-4-yl)piperidin-1-yl)methyl)-7-methoxy-3-(((S)-oxetan-2-yl)methyl)-3H-imidazo[4,5-B]pyridine-5-carboxylic acid ClC=1C=CC(=NC1)C1(OC2=C(O1)C=CC=C2C2CCN(CC2)CC2=NC=1C(=NC(=CC1OC)C(=O)O)N2C[C@H]2OCC2)C